NC1=C(C=C(N=N1)C1=C(C=CC=C1)O)N1CC2CCC(C1)N2C2=CC(=NC=C2)C#CCN2C(C(C2)C)C 2-[6-amino-5-[8-[2-[3-(2,3-dimethylazetidin-1-yl)prop-1-ynyl]-4-pyridyl]-3,8-diazabicyclo[3.2.1]octan-3-yl]pyridazin-3-yl]phenol